S(C1=C(C=C(C(=O)O)C(=C1)C(C)(C)C)C)C1=C(C=C(C(=O)O)C(=C1)C(C)(C)C)C 4,4'-thiobis(3-methyl-6-tert-butylbenzoic acid)